(R)-8-((3-(2-isopropylphenyl)piperazin-1-yl)methyl)-2,2-dimethyl-2,3-dihydro-[1,4]dioxino[2,3-b]pyridine C(C)(C)C1=C(C=CC=C1)[C@@H]1CN(CCN1)CC1=C2C(=NC=C1)OCC(O2)(C)C